[NH4+].C(C=C(C)CCC=C(C)CCC=C(C)C)OP([O-])(=O)OP(=O)([O-])[O-].[NH4+].[NH4+] Farnesylpyrophosphate ammonium salt